2-(4-(1-(1-acryloylpiperidin-4-yl)-6-fluoro-8-methyl-4-((S)-1-((S)-1-methylpyrrolidin-2-yl)ethoxy)-1H-[1,2,3]triazolo[4,5-c]quinolin-7-yl)-1-methyl-1H-indol-3-yl)acetonitrile C(C=C)(=O)N1CCC(CC1)N1N=NC=2C(=NC=3C(=C(C(=CC3C21)C)C2=C1C(=CN(C1=CC=C2)C)CC#N)F)O[C@@H](C)[C@H]2N(CCC2)C